C(C1CO1)OC(CCC)[Si](OCCC)(OCCC)OCCC alpha-glycidoxybutyltripropoxysilane